Methyl (R)-2-methyl-4-(1-(4-(3-(3-(trifluoromethyl)phenoxy)pyrrolidin-1-yl)tetrahydro-2H-pyran-4-carboxamido)cyclopropyl)benzoate CC1=C(C(=O)OC)C=CC(=C1)C1(CC1)NC(=O)C1(CCOCC1)N1C[C@@H](CC1)OC1=CC(=CC=C1)C(F)(F)F